O1N=CC2=C1C=CC(=C2)S(=O)(=O)C=2C=CC(=C1C(N(C(NC21)=O)O)=O)Cl 8-(benzo[d]isoxazol-5-ylsulfonyl)-5-chloro-3-hydroxyquinazoline-2,4(1H,3H)-dione